C(C1=CC=C2CCC3(NC2=N1)CN(CC3)C(=O)OC(C)(C)C)([2H])([2H])[2H] tert-butyl 7'-(methyl-d3)-3',4'-dihydro-1'H-spiro[pyrrolidine-3,2'-[1,8]naphthyridine]-1-carboxylate